COC1=CC(=C(C(=O)O)C=C1)OC(F)(F)F 4-Methoxy-2-(trifluoromethoxy)benzoic acid